C(#N)C1(CCN(CC1)C1=C(C=NC2=CC=C(C=C12)F)C(=O)N1CCC(CC1)C(=O)NC)C1=CC=CC=C1 1-(4-(4-cyano-4-phenylpiperidin-1-yl)-6-fluoroquinoline-3-carbonyl)-N-methylpiperidine-4-carboxamide